L-(+)-ASPARTIC ACID C([C@@H](C(=O)O)N)C(=O)O